3,4-dimethyl-3-[5-[2-[4-(trifluoromethyl)anilino]-3-pyridyl]-1,3,4-oxadiazol-2-yl]piperazin-2-one CC1(C(NCCN1C)=O)C=1OC(=NN1)C=1C(=NC=CC1)NC1=CC=C(C=C1)C(F)(F)F